O.[N+](=O)([O-])[O-].[Cu+2].C(C1=CC(C(=O)O)=CC(C(=O)O)=C1)(=O)O.[N+](=O)([O-])[O-] trimesic acid copper nitrate hydrate